C12CN(CC(N1)C2)C=2OC1=C(N2)C(=CC=C1C=1SC=CN1)C(C(F)(F)F)OCC 2-(3,6-diazabicyclo[3.1.1]heptan-3-yl)-4-(1-ethoxy-2,2,2-trifluoroethyl)-7-(thiazol-2-yl)benzo[d]oxazole